CC(CC(=O)OOC(CCCCCC)=O)C heptanoyl 3-methylbutyryl peroxide